N-benzyl-7-[(2R,3R,4R,5R)-4-(benzyloxy)-5-[(benzyloxy)methyl]-3-fluorooxolan-2-yl]imidazo[2,1-f][1,2,4]triazin-4-amine C(C1=CC=CC=C1)NC1=NC=NN2C1=NC=C2[C@H]2O[C@@H]([C@H]([C@@H]2F)OCC2=CC=CC=C2)COCC2=CC=CC=C2